2-({[(9H-fluoren-9-yl)methoxy]carbonyl}amino)acetamide C1=CC=CC=2C3=CC=CC=C3C(C12)COC(=O)NCC(=O)N